C1(=CC=CC=C1)C=CC1=C(C(=CC(=C1)C)C(C)(C)C)O (2-phenylethenyl)-4-methyl-6-(1,1-dimethylethyl)-phenol